C(C(=O)[O-])(=O)[O-].C(C(=O)[O-])(=O)[O-].[Li+].[Li+].[Li+].[Li+] lithium bisoxalate